FC1=CC=C2C(=CNC2=C1)C=1C=C(SC1)C(CCC(=O)O)=O 4-(4-(6-fluoro-1H-indol-3-yl)thiophen-2-yl)-4-oxobutanoic acid